FC(CCC1=NN=C(S1)C(=O)NC)CN1N=NC(=C1)C(NCC1=CC(=CC=C1)OC(F)(F)F)=O 5-{3-fluoro-4-[4-({[3-(trifluoromethoxy)phenyl]methyl}carbamoyl)-1H-1,2,3-triazol-1-yl]butyl}-N-methyl-1,3,4-thiadiazole-2-carboxamide